benzyl (7-(2-(1-(2-fluoro-4-nitrophenyl)piperidin-4-yl)ethyl)-7-azaspiro[3.5]nonan-2-yl)carbamate FC1=C(C=CC(=C1)[N+](=O)[O-])N1CCC(CC1)CCN1CCC2(CC(C2)NC(OCC2=CC=CC=C2)=O)CC1